4-(3-(3-((tert-butyldimethylsilyl)oxy)propoxy)-5-methyl-4-nitro-1H-pyrazol-1-yl)-3-chloropyridazine [Si](C)(C)(C(C)(C)C)OCCCOC1=NN(C(=C1[N+](=O)[O-])C)C1=C(N=NC=C1)Cl